S(=O)(=O)(O)O.S(O)(O)(=O)=O sulfuric acid sulfate